(4-[(4-PROPYLPIPERAZIN-1-YL)METHYL]PHENYL)BORANEDIOL C(CC)N1CCN(CC1)CC1=CC=C(C=C1)B(O)O